3,6-diglucosyl-apigenin C1([C@H](O)[C@@H](O)[C@H](O)[C@H](O1)CO)C1=C(OC=2C=C(C(=C(C2C1=O)O)C1[C@H](O)[C@@H](O)[C@H](O)[C@H](O1)CO)O)C1=CC=C(O)C=C1